6-(4-isopropylpiperidin-1-yl)-2-methylpyridin C(C)(C)C1CCN(CC1)C1=CC=CC(=N1)C